2'-(3-fluoro-4-(trifluoromethyl)benzyl)-1'-oxo-6'-(2-(trifluoromethyl)phenyl)-1',4,4',5-tetrahydro-2H,2'H-spiro[furan-3,3'-isoquinoline]-4'-carboxylic acid FC=1C=C(CN2C(C3=CC=C(C=C3C(C23COCC3)C(=O)O)C3=C(C=CC=C3)C(F)(F)F)=O)C=CC1C(F)(F)F